4-toluenesulfonic acid-7,7-difluoro-2,2,5-trimethyl-4-oxo-5-aza-3-oxanon-9-yl ester FC(CN(C(OC(C)(C)C)=O)C)(CCOS(=O)(=O)C1=CC=C(C)C=C1)F